(3S,10S,14S)-1-[4-(aminomethyl)phenyl]-3-[(naphthalen-2-yl)methyl]-1,4,12-trioxo-2,5,11,13-tetraazahexadecane-10,14,16-tricarboxylic acid NCC1=CC=C(C=C1)C(N[C@H](C(NCCCC[C@H](NC(N[C@@H](CCC(=O)O)C(=O)O)=O)C(=O)O)=O)CC1=CC2=CC=CC=C2C=C1)=O